C(C)(C)(C)N(C(O)=O)CC=1C2=C(C(NN1)=O)N=CC(=C2)Br.NC2=C(C=NN2)C2=CC=C1C(N(C=NC1=C2)[C@H](C)C=2C=C(C(=O)NC1COC1)C=CC2)=O (R)-3-(1-(7-(5-amino-1H-pyrazol-4-yl)-4-oxoquinazolin-3(4H)-yl)ethyl)-N-(oxetan-3-yl)benzamide tert-butyl-((3-bromo-8-oxo-7,8-dihydropyrido[2,3-d]pyridazin-5-yl)methyl)carbamate